Cl.Cl.NC1=CC(=C(C=N1)N1C[C@@H](NCC1)CO)C [(R)-4-(6-Amino-4-methyl-pyridin-3-yl)-piperazin-2-yl]-methanol dihydrochloride